2'-Chloro-N-(5-(3,5-dimethyl-pyrazine-2-carbonyl)-5,6-dihydro-4H-pyrrolo[3,4-d]thiazol-2-yl)-5'-methoxy-6-methyl-[4,4'-bipyridine]-3-carboxamide ClC1=NC=C(C(=C1)C1=C(C=NC(=C1)C)C(=O)NC=1SC2=C(N1)CN(C2)C(=O)C2=NC=C(N=C2C)C)OC